F[C@@H]1CNCC[C@@H]1NC(=O)NC1=CC=C(C=C1)OC(F)(F)F 1-((3R,4S)-3-fluoropiperidin-4-yl)-3-(4-(trifluoromethoxy)phenyl)urea